ClC1=C(C=CC(=C1)Cl)C1=CC(=C(C=C1)C(=O)OCC(C)N(C)C)NC(=O)C1=C(C=C(C(=C1)O)C(=O)O)C(=O)O 4-[(2',4'-dichloro-4-{[2-(dimethylamino)propoxy]carbonyl}-[1,1'-biphenyl]-3-yl)carbamoyl]-6-hydroxybenzene-1,3-dicarboxylic acid